6-acetyl-4-chloro-5-((cyclopropylmethyl)amino)-2-(2-methyl-2H-indazol-5-yl)pyridazin-3(2H)-one C(C)(=O)C=1C(=C(C(N(N1)C1=CC2=CN(N=C2C=C1)C)=O)Cl)NCC1CC1